C1(CCC1)CN[C@H]1CN(CCC1)C1=CC(N(C=C1)C(C)N1N=NC(=C1)C=1C=NC=C(C1)C)=O 4-((R)-3-((cyclobutylmethyl)amino)piperidin-1-yl)-1-(1-(4-(5-methylpyridin-3-yl)-1H-1,2,3-triazol-1-yl)ethyl)pyridin-2(1H)-one